ClC=1C=C(C=C(C1)Cl)N1C=2N=C3N(C(C2N=C1)=O)CCCC3 3-(3,5-dichlorophenyl)-5,6,7,8-tetrahydropyrido[1,2-a]purin-10(3H)-one